7-ethyl-4-(6-fluoro-2'-(methoxymethyl)-4'-(pyrazin-2-yl)-[1,1'-biphenyl]-3-yl)7H-imidazo[4,5-c]Pyridazine C(C)N1C=NC2=C1N=NC=C2C=2C=C(C(=CC2)F)C2=C(C=C(C=C2)C2=NC=CN=C2)COC